N[C@@H]1[C@@H]([C@@H](O[C@@H]1CO)N1C=2N=C(NC(C2N=C1)=O)NC(C(C)C)=O)O[Si](C)(C)C(C)(C)C N-(9-((2R,3S,4S,5S)-4-amino-3-(tert-butyldimethylsilyloxy)-5-(hydroxymethyl)-tetrahydrofuran-2-yl)-6-oxo-6,9-dihydro-1H-purin-2-yl)isobutyramide